OC1=C(C=CC(=C1)OC(C)C)C1=NC(=NC(=N1)C1=C(C=C(C=C1)OC(C)C)O)C1=C(C=C(C=C1)OC(C)C)O 2,4,6-tris(2'-hydroxy-4'-isopropoxyphenyl)-1,3,5-triazine